ClC=1C(=C(C(=CC1)C(F)F)C=1N=C(NC(C1)=O)C(=O)OC)F methyl 4-(3-chloro-6-(difluoromethyl)-2-fluorophenyl)-6-oxo-1,6-dihydropyrimidine-2-carboxylate